ClC=1C=NC=C(C1[C@@H](C)OC=1C=C2C(=NN(C2=CC1OC)CO)C1=C(C(=NC=C1)N1CC(C1)(C)CN(C)C)C#N)Cl [5-[(1R)-1-(3,5-dichloro-4-pyridinyl)ethoxy]-1-(hydroxymethyl)-6-methoxy-indazol-3-yl]-2-[3-[(dimethylamino)methyl]-3-methyl-azetidin-1-yl]pyridine-3-carbonitrile